N-(3-sulfamoylphenyl)-3-trifluoromethyl-1,3-dihydroisobenzofuran-5-carboxamide S(N)(=O)(=O)C=1C=C(C=CC1)NC(=O)C=1C=C2C(OCC2=CC1)C(F)(F)F